Methyl 2-benzoyl-2-azabicyclo[2.1.1]hexane-1-carboxylate C(C1=CC=CC=C1)(=O)N1C2(CC(C1)C2)C(=O)OC